8-fluoro-2-methylimidazo[1,2-a]pyrazin-6-amine FC=1C=2N(C=C(N1)N)C=C(N2)C